Cl.Cl.N(=NC(C(=N)N)(C)C)C(C(=N)N)(C)C 2,2'-azobis-(2-methylpropionamidine) dihydrochloride